1-(4-(hydroxyamino)-6-methylpyrimidin-2-yl)-3-(isoquinolin-6-yl)urea ONC1=NC(=NC(=C1)C)NC(=O)NC=1C=C2C=CN=CC2=CC1